1-Acetyl-4,6-dibromo-5-[1-hydroxy-3,6,9-trioxanon-9-yl]-1H-indol-3-yl 2,3,4,6-tetra-O-acetyl-β-D-glucopyranoside C(C)(=O)O[C@H]1[C@H](OC2=CN(C3=CC(=C(C(=C23)Br)OCCOCCOCCO)Br)C(C)=O)O[C@@H]([C@H]([C@@H]1OC(C)=O)OC(C)=O)COC(C)=O